1-(5-(6-methoxy-5-(trifluoromethyl)pyridin-3-yl)pyrazolo[1,5-A]pyridin-2-yl)-3-(2-(pyridin-2-ylamino)ethyl)urea COC1=C(C=C(C=N1)C1=CC=2N(C=C1)N=C(C2)NC(=O)NCCNC2=NC=CC=C2)C(F)(F)F